copper (I) bromo(1,10-phenanthroline) BrC1=NC2=C3N=CC=CC3=CC=C2C=C1.[Cu+]